5-(2-cyclopropylpyrimidin-5-yl)-3-[2,6-difluoro-3-[[methyl(oxetan-3-yl)sulfamoyl]amino]benzoyl]-1H-pyrrolo[2,3-b]pyridine C1(CC1)C1=NC=C(C=N1)C=1C=C2C(=NC1)NC=C2C(C2=C(C(=CC=C2F)NS(N(C2COC2)C)(=O)=O)F)=O